CC1=CC=C(C=C1)S(=O)(=O)O.ClC1=CC=C(C2=C1C=C(O2)C)COC2=NC(=CC=C2)C2CCNCC2 2-((4-Chloro-2-methylbenzofuran-7-yl)methoxy)-6-(piperidin-4-yl)pyridine 4-methylbenzenesulfonate